tert-Butyl (S)-3-bromo-2-fluoro-5-methyl-14-oxo-7,8,8a,9,11,12-hexahydro-10H,14H-pyrazino[1',2':5,6][1,5]diazocino[3,2,1-hi]indole-10-carboxylate BrC1=C2C=C(N3C2=C(C=C1F)C(N1[C@@H](CC3)CN(CC1)C(=O)OC(C)(C)C)=O)C